5-butyl-1,10-phenanthroline C(CCC)C1=C2C=CC=NC2=C2N=CC=CC2=C1